C(C(O)C)(=O)C(=O)C1=CC(OC)=C(O)C=C1 lactoyl-vanillin